CN1C(=NN=C1)SC(C)C=1C=C(C=CC1)N1N=CC(=N1)C=1C=C(C(=O)O)C=CC1 3-(2-(3-(1-(4-methyl-4H-1,2,4-triazol-3-ylthio)ethyl)phenyl)-2H-1,2,3-triazol-4-yl)benzoic acid